Cl.COC=1C=C(C=CC1OC)CCO[C@H]1[C@H](CCCC1)C=1NC=CC1O (1R,2R)-2-(3,4-Dimethoxyphenylethoxy)cyclohexylpyrrole-3-ol hydrochloride